CN1C(N(C2=C1C=CC(=C2)C=2C=CC=C1C=C(N=CC21)C=2C=C(C(=NC2)C(=O)NCC#CC=2OC1=C(C2)C(=CC=C1)C1C(NC(CC1)=O)=O)C)C)=O 5-(8-(1,3-dimethyl-2-oxo-2,3-dihydro-1H-benzo[d]imidazol-5-yl)isoquinolin-3-yl)-N-(3-(4-(2,6-dioxo-piperidin-3-yl)benzofuran-2-yl)prop-2-yn-1-yl)-3-methylpicolinamide